C(C(C)C)C1=CC(=C(S1)S(=O)(=O)NC(OCC)=O)C1=CC=C(C=C1)CN1C(=NC=C1)C Ethyl (5-isobutyl-3-(4-((2-methyl-1H-imidazol-1-yl)methyl)phenyl)thiophen-2-yl)sulfonyl-carbamate